O=C1N(C(C2=CC=CC=C12)=O)CC1=C(C=C(C=C1)NC(=O)N)C 1-{4-[(1,3-dioxoisoindol-2-yl)methyl]-3-methylphenyl}urea